CN(C(O)=O)C=1N=NC(=C(C1)NC1=NC=CC=C1S(=O)(=O)C1CC1)C(NC([2H])([2H])[2H])=O.NC1=C(C(=O)NC23CCC(CC2)(CC3)O)C=C(C=N1)Br 2-amino-5-bromo-N-(4-hydroxy-bicyclo[2.2.2]oct-1-yl)nicotinamide methyl-(5-((3-(cyclopropylsulfonyl)pyridin-2-yl)amino)-6-((methyl-d3)carbamoyl)pyridazin-3-yl)carbamate